2-((1R,4r)-4-((R)-2-hydroxy-N-methylpropanamido)cyclohexyl)-6-methoxy-2H-indazole-5-carboxylic acid O[C@@H](C(=O)N(C)C1CCC(CC1)N1N=C2C=C(C(=CC2=C1)C(=O)O)OC)C